[4-(6-Amino-9H-purin-9-yl)cyclopent-2-en-yl]methanol O-hexanoate C(CCCCC)(=O)OCC1C=CC(C1)N1C2=NC=NC(=C2N=C1)N